tin dimethyl diacetate C(C)(=O)OC.C(C)(=O)OC.[Sn]